3-(1-oxo-5-((2-(3-(pyridin-2-yl)azetidin-1-yl)cyclohexyl)-oxy)isoindolin-2-yl)piperidine-2,6-dione O=C1N(CC2=CC(=CC=C12)OC1C(CCCC1)N1CC(C1)C1=NC=CC=C1)C1C(NC(CC1)=O)=O